2-(2-fluoroacryloyl)-2,7-diazepine FC(C(=O)N1C=NC=CC=C1)=C